2-hydroxy-1H-isoindole-1,3(2H)-dione ON1C(C2=CC=CC=C2C1=O)=O